C1(=CC=CC=C1)C(C1=CC=CC=C1)=NOC(=O)C12OC([C@@](CC1)(C2(C)C)C)=O (4S)-1-((((diphenylmethylene)amino)oxy)carbonyl)-4,7,7-trimethyl-2-oxabicyclo[2.2.1]heptan-3-one